ClC1=C(C(=NC=C1)C1=C(C=CC=C1)C)C(F)(F)F chloro-2-(o-tolyl)-3-(trifluoromethyl)pyridine